3-(5-bromo-4-hydroxy-2-nitrophenoxy)-N,N-dimethylbenzamide BrC=1C(=CC(=C(OC=2C=C(C(=O)N(C)C)C=CC2)C1)[N+](=O)[O-])O